O=C1C(CCC1)CC(=O)O 2-OXOCYCLOPENTANEACETIC ACID